4-(2-Methylpyridin-4-yl)-2-((4-(methylsulfonyl)phenyl)amino)thiazol CC1=NC=CC(=C1)C=1N=C(SC1)NC1=CC=C(C=C1)S(=O)(=O)C